1-hydroxybenzotriazole magnesium salt [Mg].ON1N=NC2=C1C=CC=C2